3-[(4,6-dimethylpyridin-2-yl)sulfanyl]-N-hydroxypyridazine-4-carboximidamide CC1=CC(=NC(=C1)C)SC=1N=NC=CC1C(NO)=N